ClC1=C(OCC(CO)O)C(=CC(=C1)C(C)(C)C1=CC=C(C=C1)OCCCCl)Cl 3-(2,6-dichloro-4-(2-(4-(3-chloropropoxy)phenyl)propan-2-yl)phenoxy)propane-1,2-diol